4,4,4-TRIFLUOROBUT-2-YNAL FC(C#CC=O)(F)F